C(C)(C)(C)OC(=O)N1C(C(C1)C(=O)O)C 1-(tert-butoxycarbonyl)-2-methylazetidine-3-carboxylic acid